Diiodsilan I[SiH2]I